COC(C1=C(N=CC(=C1C)I)OC=1C(=NC(=CC1)F)C)=O ((6-fluoro-2-methylpyridin-3-yl)oxy)-5-iodo-4-methylnicotinic acid methyl ester